C=C1C2C=CC(C1CCCCCC)C2 5-methylene-6-hexyl-norbornene